(S)-N-(trans-4-(2-((R)-4-(2,3-dichloro-4-methylphenyl)-3-methylpiperazin-1-yl)ethyl)cyclohexyl)-2-hydroxypropionamide ClC1=C(C=CC(=C1Cl)C)N1[C@@H](CN(CC1)CC[C@@H]1CC[C@H](CC1)NC([C@H](C)O)=O)C